[Cl-].[Cl-].CC=1C(=C(C=CC1)C1(C=C2C=CC(=C2C=C1C(C)(C)C)[Zr+2])OC)C 5-(dimethylphenyl)-5-methoxy-6-tert-butylindenyl-zirconium dichloride